3-(2-(4-(3-Aminopropyl)piperazin-1-yl)quinazolin-4-yl)-4-(1H-indol-3-yl)-1H-pyrrole NCCCN1CCN(CC1)C1=NC2=CC=CC=C2C(=N1)C1=CNC=C1C1=CNC2=CC=CC=C12